(S)- and (R)-2-((4-cyano-3-fluorophenEthyl)amino)-N-(5-(1-methyl-1H-pyrazol-4-yl)pyridin-2-yl)-2-phenylacetamide C(#N)C1=C(C=C(CCN[C@H](C(=O)NC2=NC=C(C=C2)C=2C=NN(C2)C)C2=CC=CC=C2)C=C1)F |r|